(±)-rel-(1r,2s,5s)-2-(hydroxymethyl)-3,8-diazabicyclo[3.2.1]octane-8-carboxylic acid tert-butyl ester C(C)(C)(C)OC(=O)N1[C@H]2[C@H](NC[C@@H]1CC2)CO |r|